3-cyclopentyl-3-(4-(7-(5-((3R)-1-oxido-1,2-dithiolan-3-yl)pentanoyl)-7H-pyrrolo[2,3-d]pyrimidin-4-yl)-1H-pyrazol-1-yl)propanenitrile C1(CCCC1)C(CC#N)N1N=CC(=C1)C=1C2=C(N=CN1)N(C=C2)C(CCCC[C@H]2SS(CC2)=O)=O